C(C)OC=1C=C(C=CC1OC)C1=NC(=NS1)C=1CB(OC1)O 4-(5-(3-ethoxy-4-methoxyphenyl)-1,2,4-thiadiazol-3-yl)-1,2-oxaborol-2-ol